NC1CN(CC1\C=C\C1=CC=C(C=C1)C(F)(F)F)C(=O)OC(C)(C)C tert-Butyl (E)-3-amino-4-(4-(trifluoromethyl)styryl)pyrrolidine-1-carboxylate